cobalt nickel phosphosulfide P(=O)(=O)SP(=O)=O.[Ni].[Co]